FC(OC1=C(C=C(C=C1)OC1=CC(=CC=C1)C1(CN(C1)C)OC)C1=NN(C=C1NC(=O)C=1C=NN2C1N=CC=C2)C)F N-[3-[2-(difluoromethoxy)-5-[3-(3-methoxy-1-methyl-azetidin-3-yl)phenoxy]phenyl]-1-methyl-pyrazol-4-yl]pyrazolo[1,5-a]pyrimidine-3-carboxamide